ClC=1C=C2N[C@@H](C(N(C2=CC1Cl)C)=O)C (R)-6,7-dichloro-1,3-dimethyl-3,4-dihydro-1H-2-quinoxalinone